2-butyl-2-methyl-2,3-dihydro-4H-benzo[e][1,3]thiazin-4-one C(CCC)C1(SC2=C(C(N1)=O)C=CC=C2)C